8-amino-7-chloroisoquinolin NC=1C(=CC=C2C=CN=CC12)Cl